BrC1=NC(=CC(=C1N)C)N1C=NC=C1 2-Bromo-6-(1H-imidazol-1-yl)-4-methylpyridin-3-amine